2-amino-6-borono-2-(3-(4-(3,5-difluorophenylcarbamoyl)piperazin-1-yl)propyl)hexanoic acid NC(C(=O)O)(CCCCB(O)O)CCCN1CCN(CC1)C(NC1=CC(=CC(=C1)F)F)=O